[Na].[Na].OC=1C(=C2C=CC(=CC2=CC1)S(=O)(=O)O)N=NC1=CC=C(C=C1)S(=O)(=O)O 6-hydroxy-5-[(4-sulfophenyl)azo]-2-naphthalenesulfonic acid disodium